tert-Butyl-(5RS)-3-oxo-2,3,5,6,7,8-hexahydro[1,2,4]triazolo[4,3-a]pyridin-5-carboxylat C(C)(C)(C)OC(=O)[C@H]1CCCC=2N1C(NN2)=O |r|